N1(CCC1)C1=CC2=C(C=C(O2)C(=O)NS(=O)(=O)C2=C(N=C3N2C=CC=C3)SCC)C(=C1)F 6-(Azetidin-1-yl)-N-[2-(ethylsulfanyl)imidazo[1,2-a]pyridine-3-sulfonyl]-4-fluoro-1-benzofuran-2-carboxamide